C(#N)[C@H](C[C@H]1C(NC2(CC2)C1)=O)NC([C@H](CC1(CC1)C)NC(=O)C=1NC2=C(C(=CC=C2C1)F)F)=O N-[(1S)-2-[[(1S)-1-cyano-2-[(6R)-5-oxo-4-azaspiro[2.4]heptan-6-yl]ethyl]amino]-1-[(1-methylcyclopropyl)methyl]-2-oxo-ethyl]-6,7-difluoro-1H-indole-2-carboxamide